N-(2-((2-(dimethylamino)ethyl)(methyl)amino)-5-((6-((S)-3-(3-fluorobenzyl)isoxazolidine-2-yl)pyrimidine-4-yl)amino)-4-methoxyphenyl)acrylamide CN(CCN(C1=C(C=C(C(=C1)OC)NC1=NC=NC(=C1)N1OCC[C@@H]1CC1=CC(=CC=C1)F)NC(C=C)=O)C)C